N,N'-diethyl-1,3-bis(acrylamido)-propane C(C)N(C(C=C)=O)CCCN(C(C=C)=O)CC